(4-fluorobenzyl)-N-(4-isobutoxybenzyl)-4-isocyanatopyridin-2-amine FC1=CC=C(CC=2C(=NC=CC2N=C=O)NCC2=CC=C(C=C2)OCC(C)C)C=C1